5-(bromo(phenyl)methyl)-3-methylene-5-phenyldihydrofuran-2(3H)-one BrC(C1(CC(C(O1)=O)=C)C1=CC=CC=C1)C1=CC=CC=C1